CN(C([C@H](CC(=O)O)NC(=O)OCC1C2=CC=CC=C2C=2C=CC=CC12)=O)C (3S)-4-(dimethylamino)-3-(9H-fluoren-9-ylmethoxycarbonylamino)-4-oxobutanoic acid